3-{1-[3-(2-chloro-4-fluorophenyl)propyl]-3-[(dimethylamino)methyl]-4-hydroxypiperidin-4-yl}benzamide Ethylacrylate C(C)OC(C=C)=O.ClC1=C(C=CC(=C1)F)CCCN1CC(C(CC1)(O)C=1C=C(C(=O)N)C=CC1)CN(C)C